N-trimethylsilyl-1,1-dimethoxy-2-azasilacyclopentane C[Si](N1[Si](CCC1)(OC)OC)(C)C